6-chloro-1-(2,2-difluoroethyl)-2-(1,3,4-oxadiazol-2-yl)-1H-indole-3-carbaldehyde ClC1=CC=C2C(=C(N(C2=C1)CC(F)F)C=1OC=NN1)C=O